COC1=CC=C(C=C1)N(S(=O)(=O)C1=CC=C(C(=O)NC2=CC=NC=C2)C=C1)C 4-(N-(4-methoxyphenyl)-N-methylsulfamoyl)-N-(pyridin-4-yl)benzamide